ClC1=NC=CC2=C1C(=CN2)C2=CC(=CC=C2)OCC2=CC=C(C=C2)F 4-chloro-3-{3-[(4-fluorophenyl)methoxy]phenyl}-1H-pyrrolo[3,2-c]pyridine